N-(2-hydroxyethyl)-3-propyl-2-pyrrolidone OCCN1C(C(CC1)CCC)=O